OC(C(=O)O)CCCCCCCCCCCCCCCCCCCCCCC Hydroxy-pentacosanoic acid